[Si](C1=CC=CC=C1)(C1=CC=CC=C1)(C(C)(C)C)O[C@@H]1C=C[C@@H](C1)O[Si](C1=CC=CC=C1)(C1=CC=CC=C1)C(C)(C)C (3S,5R)-3,5-di(tert-butyldiphenylsilanyloxy)-1-cyclopentene